6-chloro-3H-quinazolin-4-one ClC=1C=C2C(NC=NC2=CC1)=O